(1-(but-2-ynyl)-3-fluoroazetidine-3-yl)methyl 4-((5-cyclopropyl-3-isopropylpyrazolo[1,5-a]pyrimidin-7-yl)amino)piperidine-1-carboxylate C1(CC1)C1=NC=2N(C(=C1)NC1CCN(CC1)C(=O)OCC1(CN(C1)CC#CC)F)N=CC2C(C)C